2-(4-(hydroxymethyl)-1H-pyrazol-1-yl)acetonitrile OCC=1C=NN(C1)CC#N